N1(CCCCC1)CCCOC1=CC=C2C(=NC(=NC2=C1)N1CCCC1)NC1COCCC1 7-(3-(piperidin-1-yl)propoxy)-2-(pyrrolidin-1-yl)-N-(tetrahydro-2H-pyran-3-yl)quinazolin-4-amine